O=C1NC(CCC1N1C(C2=CC=C(C=C2C1=O)N1CCC(CC1)N1CCNCC1)=O)=O 4-(1-(2-(2,6-dioxopiperidin-3-yl)-1,3-dioxoisoindolin-5-yl)piperidin-4-yl)piperazin